S(=O)(=O)(O)C(C(=O)O)CC(=O)O.C(CC(O)(C(=O)O)CC(=O)O)(=O)OCCCCCCCCCCCC Lauryl Citrate Sulfosuccinate